8-(5-methyl-octahydro-4,7-methyleneinden-5-yloxycarbonyl)-tetracyclo[4.4.0.12,5.17,10]-3-dodecene CC1(C2C3CCCC3C(C1)C2)OC(=O)C2C1C3C4C=CC(C3C(C2)C1)C4